(±)-3-((3-(4-(azetidin-3-ylmethyl)piperazin-1-yl)phenyl)amino)piperidine-2,6-dione Ditrifluoroethane salt FC(C)(F)F.FC(C)(F)F.N1CC(C1)CN1CCN(CC1)C=1C=C(C=CC1)N[C@H]1C(NC(CC1)=O)=O |r|